N1=C(C=CC2=CC=C3C=CC=NC3=C12)C(=O)[O-] phenanthrolineAt